bis-(N,N-dimethylaminoethoxyethyl)methylamine CN(C)CCOCCN(C)CCOCCN(C)C